5-bromo-4-fluoro-2-(1-methylpiperidin-4-yl)-2,3-dihydrobenzo[d]isothiazole 1,1-dioxide BrC=1C=CC2=C(CN(S2(=O)=O)C2CCN(CC2)C)C1F